(4-(4-(benzo[d]thiazol-5-ylamino)quinolin-7-yl)-3-fluorophenyl)(piperidin-1-yl)methanone S1C=NC2=C1C=CC(=C2)NC2=CC=NC1=CC(=CC=C21)C2=C(C=C(C=C2)C(=O)N2CCCCC2)F